2-(5-ethoxymethyl-7-nitro-2-phenyl-1H-indol-3-yl)-imidazole C(C)OCC=1C=C2C(=C(NC2=C(C1)[N+](=O)[O-])C1=CC=CC=C1)C=1NC=CN1